FC1=CC=CC(=N1)N1CCN(CC1)C(=O)NC1=NC=C(C=C1)O 4-(6-fluoropyridin-2-yl)-N-(5-hydroxypyridin-2-yl)piperazine-1-carboxamide